tert-butyl (S)-(1-((7-ethyl-7-hydroxy-8,11-dioxo-7,8,11,13-tetrahydro-10H-[1,3]dioxolo[4,5-g]pyrano[3',4':6,7]indolizino[1,2-b]quinolin-14-yl)methyl)piperidin-4-yl)carbamate C(C)[C@]1(C(OCC=2C(N3CC=4C(=NC=5C=C6C(=CC5C4CN4CCC(CC4)NC(OC(C)(C)C)=O)OCO6)C3=CC21)=O)=O)O